Benzyl (R,E)-7-((2-((tert-butyldimethylsilyl)oxy)ethyl)sulfonyl)-2-(3-(3-ethoxy-3-oxoprop-1-en-1-yl)phenyl)-2,6,6-trimethylheptanoate [Si](C)(C)(C(C)(C)C)OCCS(=O)(=O)CC(CCC[C@](C(=O)OCC1=CC=CC=C1)(C)C1=CC(=CC=C1)\C=C\C(=O)OCC)(C)C